bromo-6-chloro-8-fluoro-2-(((2r,7as)-2-fluorohexahydro-1H-pyrrolizin-7a-yl)methoxy)-N,N-dimethylquinazolin-4-amine BrC1=C2C(=NC(=NC2=C(C=C1Cl)F)OC[C@]12CCCN2C[C@@H](C1)F)N(C)C